N-(5-(4-cyclopropylpyrimidin-2-yl)-4-((2-(1,1-difluoroethyl)-6-methylpyrimidin-4-yl)amino)pyridin-2-yl)acetamide C1(CC1)C1=NC(=NC=C1)C=1C(=CC(=NC1)NC(C)=O)NC1=NC(=NC(=C1)C)C(C)(F)F